C(CC)[N+]1(CCCC1)C 1-Propyl-1-methylpyrrolidinium